benzyl N-[3-(4-amino-3-pyridyl)prop-2-ynyl]-N-methyl-carbamate NC1=C(C=NC=C1)C#CCN(C(OCC1=CC=CC=C1)=O)C